P(=O)([O-])([O-])[O-].[Fe+3] iron orthophosphate